(1S,3R)-3-acetamido-N-[5-chloro-4-(7-fluoro-3-isopropyl-2-methyl-indazol-5-yl)-2-pyridyl]cyclohexanecarboxamide C(C)(=O)N[C@H]1C[C@H](CCC1)C(=O)NC1=NC=C(C(=C1)C1=CC2=C(N(N=C2C(=C1)F)C)C(C)C)Cl